1-(4,5-dimethylthiazol-2-yl)-2-methylpropyl-6-bromo-2-oxo-2H-chromene-3-carboxylate CC=1N=C(SC1C)C(C(C)C)OC(=O)C=1C(OC2=CC=C(C=C2C1)Br)=O